F[C@H](C(=O)O)CC1=CC(=C(C=C1)F)F (αS)-α,3,4-trifluoro-benzenepropanoic acid